C(C)(C)(C)N(C(O)=O)C=1C=NC(=CC1)C(C(C)(C)C=1C=NC=C(C1)Cl)=O.BrC1=C(C=C(C=C1)N1C(CCCC1)=O)OC 1-(4-bromo-3-methoxyphenyl)piperidin-2-one tert-Butyl-(6-(2-(5-chloropyridin-3-yl)-2-methylpropionyl)pyridin-3-yl)carbamate